CC1(CCC([C@H]2O[C@@H]12)=O)C (1S,6S)-5,5-dimethyl-7-oxabicyclo[4.1.0]heptan-2-one